ClC1=NC(=C(C(=N1)N1C[C@@H](N(CC1)C(=O)[O-])CC#N)[N+](=O)[O-])CC1(CCCC2=CC=CC=C12)C(=O)OC (2S)-4-(2-chloro-6-((1-(methoxycarbonyl)-1,2,3,4-tetrahydronaphthalen-1-yl)methyl)-5-nitro pyrimidin-4-yl)-2-(cyanomethyl)piperazine-1-carboxylate